N,N-Dimethylnaphthalene-5-amine N-Oxide C[N+](C=1C=2C=CC=CC2C=CC1)(C)[O-]